diazadibenzofuran N1=NC=CC=2OC3=C(C21)C=CC=C3